OCCN1C[C@H](CCC1)C1CN(C1)C=1N=C(C2=C(N1)NC(=C2)C#N)N[C@@H](C)C2=C(C=C(C=C2)Cl)Cl 2-{3-[(3R)-1-(2-hydroxyethyl)piperidin-3-yl]azetidin-1-yl}-4-{[(1S)-1-(2,4-dichlorophenyl)ethyl]amino}-7H-pyrrolo[2,3-d]pyrimidine-6-carbonitrile